BrC=1C(=C(C=CC1)C(F)(F)N)C 1-(3-bromo-2-methylphenyl)-1,1-difluoromethylamine